2-benzyl 4-(tert-butyl) piperazine-1,2,4-tricarboxylate N1(C(CN(CC1)C(=O)OC(C)(C)C)C(=O)OCC1=CC=CC=C1)C(=O)[O-]